NC1=NC=C(C=C1O[C@H](C)C1=C(C(=O)N2[C@@H](C[C@@H](C2)F)C2=NN(C(=C2)C#N)C)C=CC(=C1)F)Br 3-((2S,4S)-1-(2-((R)-1-((2-amino-5-bromopyridin-3-yl)oxy)ethyl)-4-fluorobenzoyl)-4-fluoropyrrolidin-2-yl)-1-methyl-1H-pyrazole-5-carbonitrile